ClC1=C2C(=NC=C1C=1C=C(C=CC1)N1C(CN(CC1)CCCN1CCN(CC1)C(=O)OC(C)(C)C)=O)NC=C2CC tert-butyl 4-(3-(4-(3-(4-chloro-3-ethyl-1H-pyrrolo[2,3-b]pyridin-5-yl)phenyl)-3-oxopiperazin-1-yl) propyl)piperazine-1-carboxylate